BrC=1C=C2C(N(C1)C(C(=O)NC1=C(C=CC(=C1)NC1CCNCC1)C)CC)=NC(=N2)SCC2=CC=C(C=C2)F 2-(6-bromo-2-((4-fluorobenzyl)thio)-4H-imidazo[4,5-b]pyridin-4-yl)-N-(2-methyl-5-(piperidin-4-ylamino)phenyl)butanamide